NCCCCC(C(=O)O)N(CC(=O)O)CC(=O)O.[Ni] nickel N-(5-amino-1-carboxypentyl)iminodiacetic acid